4,4'-(4-bromophenyl)methylenebis(1-(4-(2-chlorophenyl)thiazol-2-yl)-3-methyl-1H-pyrazol-5-ol) BrC1=CC=C(C=C1)C(C=1C(=NN(C1O)C=1SC=C(N1)C1=C(C=CC=C1)Cl)C)C=1C(=NN(C1O)C=1SC=C(N1)C1=C(C=CC=C1)Cl)C